4-(4-(2,5-Diazabicyclo[2.2.2]octan-2-yl)-2-(((2R,7aS)-2-fluorotetrahydro-1H-pyrrolizin-7a(5H)-yl)methoxy-d2)pyrido[3,4-d]pyrimidin-7(8H)-yl)-5-ethyl-6-fluoronaphthalen-2-ol C12N(CC(NC1)CC2)C=2C1=C(N=C(N2)OC([2H])([2H])[C@]23CCCN3C[C@@H](C2)F)CN(C=C1)C1=CC(=CC2=CC=C(C(=C12)CC)F)O